OC1=C(C(=CC(=C1C1=C(C(=O)C2=CC=CC=C2)C=CC=C1)O)O)C1=C(C(=O)C2=CC=CC=C2)C=CC=C1 (2,4,6-Trihydroxy-1,3-phenylene)bis(benzophenone)